C(C)C=1SC(=C(N1)C)C1=NC(=NC=C1)NC1=NC=C(C=C1)N1CCNCC1 4-(2-ethyl-4-methylthiazol-5-yl)-N-(5-(piperazin-1-yl)pyridin-2-yl)pyrimidin-2-amine